(S)-(1,3-dimethyl-azetidin-3-yl)-(2-isobutoxy-pyridin-4-yl)-(4-isopropyl-phenyl)-methanol CN1CC(C1)(C)[C@](O)(C1=CC=C(C=C1)C(C)C)C1=CC(=NC=C1)OCC(C)C